COCC(C)(C)NC(=O)[C@@H]1CN(CC[C@H]1NC(=O)C1=CC(=NO1)C1=C(C=C(C=C1)F)F)C1CCCC1 |o1:9,14| (3R*,4R*)-1-Cyclopentyl-4-{[3-(2,4-difluoro-phenyl)-isoxazole-5-carbonyl]-amino}-piperidine-3-carboxylic acid (2-methoxy-1,1-dimethyl-ethyl)-amide